Ethyl 2-(1-(O-((2-oxabicyclo[2.2.2]octan-4-yl)methyl)-N-(((4-nitrobenzyl)oxy)carbonyl)-L-threonyl)piperidin-4-yl)-5-(trifluoromethyl)benzoate C12OCC(CC1)(CC2)CO[C@@H]([C@H](NC(=O)OCC2=CC=C(C=C2)[N+](=O)[O-])C(=O)N2CCC(CC2)C2=C(C(=O)OCC)C=C(C=C2)C(F)(F)F)C